C1(=CC=CC=C1)C1=CC=C(N=N1)NC=1C=C(C(=O)N)C=CC1 3-[(6-phenylpyridazin-3-yl)amino]benzamide